3,3,6-trimethyldecane CC(CC)(CCC(CCCC)C)C